2-[7-[[5-chloro-2-[(3s,5r)-4,4-difluoro-3,5-dimethyl-1-piperidinyl]pyrimidin-4-yl]amino]-4-methyl-2,3-dioxo-quinoxalin-1-yl]-N-methylacetamide ClC=1C(=NC(=NC1)N1C[C@@H](C([C@@H](C1)C)(F)F)C)NC1=CC=C2N(C(C(N(C2=C1)CC(=O)NC)=O)=O)C